C(C1=CC=CC=C1)OC1=C(C#N)C=C(C=C1)F (benzyloxy)-5-fluorobenzonitrile